FC1=C(C=C(C=C1)NC(=O)C=1N(C=C2C1OC[C@H]1[C@@H](NS2(=O)=O)CN(C1)C(=O)C1OCC1)C)C (3aR,10aR)-N-(4-fluoro-3-methylphenyl)-7-methyl-2-(oxetane-2-carbonyl)-2,3,3a,4,10,10a-hexahydro-1H,7H-dipyrrolo[3,4-b:3',4'-f][1,4,5]oxathiazocine-8-carboxamide 5,5-dioxide